2-chloro-5-{[2-chloro-6-(trifluoromethyl)phenyl]methoxy}pyrimidine ClC1=NC=C(C=N1)OCC1=C(C=CC=C1C(F)(F)F)Cl